NCCN(C(C)C=1C=CC(=C(C#N)C1)Cl)CC 5-(1-((2-aminoethyl)(ethyl)amino)ethyl)-2-chlorobenzonitrile